para-Bromoanilin BrC1=CC=C(N)C=C1